C(C1=CC=CC=C1)OC1=C(C(=C2C[C@@H](N(C2=C1)C(=O)OC(C)(C)C)CNC(C)CCC)F)N(C(C(F)(F)F)=O)CC(=O)OC(C)(C)C tert-butyl (2R)-6-(benzyloxy)-5-[(2-tert-butoxy-2-oxoethyl)(trifluoroacetyl)amino]-4-fluoro-2-{[(pentan-2-yl)amino]methyl}-2,3-dihydro-1H-indole-1-carboxylate